FC1=C(C=CC=C1)C1=CC(=C(N1)Cl)C#N 5-(2-fluorophenyl)-2-chloro-1H-pyrrole-3-nitrile